para-Dioxanon O1C(COCC1)=O